6-(2,4-difluoro-phenoxy)-8-[N-methyl-(N-3-methyl-butyl)-amino]-2-(tetrahydro-pyran-4-ylamino)-8H-pyrido[2,3-d]pyrimidin-7-one FC1=C(OC2=CC3=C(N=C(N=C3)NC3CCOCC3)N(C2=O)N(CCC(C)C)C)C=CC(=C1)F